BrC1=CC=C(C=C1)CCN1C(CCC1=O)=O 1-[2-(4-bromophenyl)ethyl]pyrrolidine-2,5-dione